8-Methoxy-9-(2-pyrimidinyl)-1,2,3,9-tetrahydrocarbazol-4-one COC=1C=CC=C2C=3C(CCCC3N(C12)C1=NC=CC=N1)=O